C(CS)(=O)O.NCCS Cysteamine thioglycolate